Difluorobenzonitrile FC=1C(=C(C#N)C=CC1)F